C1(=CC=CC=C1)CC(=O)NC1CC(C1)N1C2=NC=NC(=C2N=C1)NC1=CC=C(C=C1)N1CCN(CC1)CCCN1CCN(CC1)C(=O)OC(C)(C)C tert-butyl 4-(3-(4-(4-((9-((1s,3s)-3-(2-phenylacetamido)cyclobutyl)-9H-purin-6-yl)amino)phenyl)piperazin-1-yl)propyl)piperazine-1-carboxylate